C(C1=CC=CC=C1)OC(C1=CC=C(C=C1)N(C)C)C1=CC=C(C=C1)N(C)C 4,4'-bisdimethylaminobenzhydryl benzyl ether